(2S,4R)-1-{(2S)-2-[2-(4-bromophenyl)acetamido]-3,3-dimethylbutyryl}-4-hydroxy-N-{(1S)-1-[4-(4-methyl-1,3-thiazol-5-yl)phenyl]ethyl}pyrrolidine-2-carboxamide BrC1=CC=C(C=C1)CC(=O)N[C@H](C(=O)N1[C@@H](C[C@H](C1)O)C(=O)N[C@@H](C)C1=CC=C(C=C1)C1=C(N=CS1)C)C(C)(C)C